Cl.Cl.CNC(C1=NC=C(C=C1)N1CCNCC1)=O N-methyl-5-(piperazin-1-yl)picolinamide dihydrochloride